CN1N=C(C=C1C)NC1=NC=C(C(=N1)C1=CNC2=C(C=CC=C12)N1C(C2=CC=CC(=C2C1)NC(=O)C1=NC=NC(=C1)O)=O)C N-(2-(3-(2-((1,5-dimethyl-1H-pyrazol-3-yl)amino)-5-methylpyrimidin-4-yl)-1H-indol-7-yl)-1-oxoisoindolin-4-yl)-6-hydroxypyrimidine-4-carboxamide